1-(5-Chloro-2-((6-methoxy-2-methyl-1,2,3,4-tetrahydroisoquinolin-7-yl)amino)pyrimidin-4-yl)-N,N-dimethyl-1H-indole-3-carboxamide ClC=1C(=NC(=NC1)NC1=C(C=C2CCN(CC2=C1)C)OC)N1C=C(C2=CC=CC=C12)C(=O)N(C)C